Methyl 3-(((5-methylisoxazol-3-yl)methyl)amino)-4-nitrobenzoate CC1=CC(=NO1)CNC=1C=C(C(=O)OC)C=CC1[N+](=O)[O-]